CN(C)C=NC1=C(C=C(C=C1)Br)C#N N'-(4-bromo-2-cyanophenyl)-N,N-dimethylformimidamide